CN1CCC(CC1)CNC1=CC=CC(=N1)C(=O)O 6-(((1-methylpiperidin-4-yl)methyl)amino)picolinic acid